C1(CCC1)CN(C(=O)OCC1=C(N=NN1C)C1=CC=C(C(=N1)C)O[C@@H]1C[C@@H]([C@@H]2C[C@@H]2C1)C(=O)O)C |r| (±)-(1R,2S,4S,6R)-4-((6-(5-((((cyclobutylmethyl)(methyl)carbamoyl)oxy)methyl)-1-methyl-1H-1,2,3-triazol-4-yl)-2-methylpyridin-3-yl)oxy)bicyclo[4.1.0]heptane-2-carboxylic acid